C1(CC1)CCC1N(CCC(C1)C1=CC2=C(N(C(O2)=O)C)C=C1)C(=O)N (2-Cyclopropylethyl)-4-(3-methyl-2-oxo-1,3-benzoxazol-6-yl)piperidine-1-carboxamide